C(C1=CC=CC=C1)C1=CC=C(C=C1)[C@H](CC(=O)O)NC(=O)NC=1C(N(C=CC1O)C)=O (S)-3-(4-benzyl-phenyl)-3-(3-(4-hydroxy-1-methyl-2-oxo-1,2-dihydropyridin-3-yl)ureido)propanoic acid